N-difluoromethyl-benzothiazole FC(N1CSC2=C1C=CC=C2)F